ClC1=NC=C(C(=N1)N1CC(OCC1)(CC)CC)F 4-(2-chloro-5-fluoropyrimidin-4-yl)-2,2-diethylmorpholine